ClC=1C=C(C=CC1Cl)CCN(C(C=C)=O)CC(C=1C=NC=CC1)O N-[2-(3,4-dichlorophenyl)ethyl]-N-[2-hydroxy-2-(3-pyridyl)ethyl]propenamide